FC1=CC(=C(C=C1)[C@@H]1[C@H](O[C@@](C1)(C(F)(F)F)C)C(=O)NC1=CC(=NC=C1)C(=O)N)OC 4-((2S,3R,5S)-3-(4-fluoro-2-methoxyphenyl)-5-methyl-5-(trifluoromethyl)tetrahydrofuran-2-carboxamido)picolinamide